[Cl-].C[P+]1(CCCC1)C 1,1-dimethylphospholanium chloride